1-(5-bromo-4-methyl-thiazol-2-yl)-3-(trifluoromethyl)pyrrolidin-3-amine BrC1=C(N=C(S1)N1CC(CC1)(N)C(F)(F)F)C